C(C)(C)(C)C1=CC=C(C=C1)C=1SC2=C(N1)NC(=C2)C(=O)NC2CC[Si]1(CC2)CCCCC1 2-(4-tert-butylphenyl)-N-(6-silaspiro[5.5]undecan-3-yl)-4H-pyrrolo[2,3-d]thiazole-5-carboxamide